CN1N=C(C=C1NC(C)=O)C N-(1,3-dimethyl-1H-pyrazol-5-yl)acetamide